2-(4-((4-(benzyloxy)-3-chlorophenyl)carbamoyl)phenyl)-6-hydroxy-3-iodo-1-methyl-1H-indole-5-carboxylic acid C(C1=CC=CC=C1)OC1=C(C=C(C=C1)NC(=O)C1=CC=C(C=C1)C=1N(C2=CC(=C(C=C2C1I)C(=O)O)O)C)Cl